2-(7-Fluoro-2H-benzopyran-4-yl)-4-(trifluoromethyl)benzoate FC1=CC2=C(C(=CCO2)C2=C(C(=O)[O-])C=CC(=C2)C(F)(F)F)C=C1